C(C)N1C[C@@H](CCC1)NC=1OC=2C(=NC(=CC2OC)C2=C(C=C(C=C2C)C(F)(F)F)O)N1 2-[2-[[(3R)-1-Ethyl-3-piperidyl]amino]-7-methoxy-oxazolo[4,5-b]pyridin-5-yl]-3-methyl-5-(trifluoromethyl)phenol